C(#N)C1=C(C=C(OC2CCC(CC2)NC(OC(C)(C)C)=O)C=C1)C(F)(F)F tert-butyl ((1r,4r)-4-(4-cyano-3-(trifluoromethyl)phenoxy)cyclohexyl)carbamate